N1=C(C=C(C2=CC=CN=C12)N)N naphthyridine-2,4-diamine